C1(=CC=CC=C1)C=1C=C2C(OC(C2=CC1)=O)=O 5-phenyl-1,3-dihydroisobenzofuran-1,3-dione